3-methyl-2,3,6b,9,10,10a-hexahydro-1H-pyrido[3',4':4,5]pyrrolo[1,2,3-de]quinoxaline CN1CCN2C=3C(=CC=CC13)C1C2CCN=C1